phenyl-4-(9-phenyl-9H-carbazol-3-yl)aniline C1(=CC=CC=C1)NC1=CC=C(C=C1)C=1C=CC=2N(C3=CC=CC=C3C2C1)C1=CC=CC=C1